C[C@@H](C=O)CCCCCCCCCC |r| (+-)-2-methyldodecanal